COC(=O)C=1C=C2C(C(N(C2=CC1Br)CC)=O)(C)C 6-bromo-1-ethyl-3,3-dimethyl-2-oxoindoline-5-carboxylic acid methyl ester